C(C)(C)(C)OC(=O)N1CCC(CC1)=CC=1SC(=CN1)C(NC=1SC2=C(N1)C=CC=C2)=O 4-((5-(benzo[d]thiazol-2-ylcarbamoyl)thiazol-2-yl)methylene)piperidine-1-carboxylic acid tert-butyl ester